C(C)(C)(C)OC(NCCCN(C(CCl)=O)[C@H](C(C)(C)C)C=1N(C=C(N1)C1=C(C=CC(=C1)F)F)CC1=CC=CC=C1)=O tert-Butyl-{3-[{(1R)-1-[1-benzyl-4-(2,5-difluorophenyl)-1H-imidazol-2-yl]-2,2-dimethylpropyl}(chloroacetyl)amino]propyl}carbamat